5-methyl-2-amino-1,3,4-thiadiazole CC1=NN=C(S1)N